OC1C2C3CC3(C(C1)O2)C(=O)N 6-HYDROXY-8-OXATRICYCLO[3.2.1.02,4]OCTANE-2-CARBOXAMID